methyl-n-propyl propionate C(CC)(=O)OC(CC)C